CN(CCCOC1=NC=C(C=C1NS(=O)(=O)C1=CC=CC=C1)C1=CC=2C3=C(C=NC2C=C1)N(C(C31CC1)=O)CC)C N-(2-(3-(Dimethylamino)propoxy)-5-(3'-ethyl-2'-oxo-2',3'-dihydrospiro[cyclopropane-1,1'-pyrrolo[2,3-c]quinolin]-8'-yl)pyridin-3-yl)benzenesulfonamide